2,2'-Azobis-Isobutyronitril N(=NC(C#N)(C)C)C(C#N)(C)C